3,5,4'-trihydroxy-bibenzyl OC=1C=C(C=C(C1)O)CCC1=CC=C(C=C1)O